ClC1=C2C(=NC=3C=C(C(=CC13)OC)OCC=1C=NC=CC1)CCC2 3-[({9-chloro-7-methoxy-1H,2H,3H-cyclopenta[b]quinolin-6-yl}oxy)methyl]pyridine